O1CCC(C=2C=NC=CC21)=O 2,3-Dihydro-4H-pyrano[3,2-c]pyridin-4-one